FC(C=1C=CC=C2C(CCNC12)N)(F)F 8-(trifluoromethyl)-1,2,3,4-tetrahydroquinolin-4-amine